COC=1C=CC(=NC1)C#CC1=CN=C(C=2N=NC(=CC21)NC(=O)C2CC2)NC N-(5-((5-methoxypyridin-2-yl)ethynyl)-8-(methylamino)pyrido[3,4-c]pyridazin-3-yl)cyclopropanecarboxamide